tert-Butyl N-[(1R,2S,3S,5S)-2-fluoro-8-[3-iodo-5-methyl-1-(oxan-2-yl)-1H-pyrazolo[3,4-b]pyrazin-6-yl]-8-azabicyclo[3.2.1]octan-3-yl]carbamate F[C@@H]1[C@H]2CC[C@@H](C[C@@H]1NC(OC(C)(C)C)=O)N2C2=C(N=C1C(=N2)N(N=C1I)C1OCCCC1)C